C1(CC1)C#CCNCC=1NC2=CC(=CC=C2C1)CNC(=O)C=1N=C2N(C(C1)=O)C=CC=C2 N-[(2-{[(3-cyclopropylprop-2-yn-1-yl)amino]methyl}-1H-indol-6-yl)methyl]-4-oxo-4H-pyrido[1,2-a]pyrimidine-2-carboxamide